CC(C(=O)N1OCC[C@H]1C=1C=NC(=CC1)C(F)(F)F)(C)C 2,2-dimethyl-1-[(3S)-3-[6-(trifluoromethyl)pyridin-3-yl]-1,2-oxazolidin-2-yl]propan-1-one